C(C)OC1=C(C(=O)N2CC3(C2)CC(C3)C(=O)N(C)C3=C(C=CC=C3)C(C)C)C=CC(=C1)F 2-(2-ethoxy-4-fluorobenzoyl)-N-(2-isopropylphenyl)-N-methyl-2-azaspiro[3.3]heptane-6-carboxamide